(2R)-2-(6-{5-chloro-2-[(1,1-dioxo-1λ6-thian-4-yl)amino]pyrimidin-4-yl}-1-oxo-2,3-dihydro-1H-isoindol-2-yl)-N-[(1S)-2-hydroxy-1-(3-methylphenyl)ethyl]propionamide ClC=1C(=NC(=NC1)NC1CCS(CC1)(=O)=O)C1=CC=C2CN(C(C2=C1)=O)[C@@H](C(=O)N[C@H](CO)C1=CC(=CC=C1)C)C